3-chloro-2-(2-chloroethoxy)-5-((4-(2-(methylsulfonyl)quinoxalin-6-yl)phenyl)(2,2,2-trifluoroethyl)amino)benzonitrile ClC=1C(=C(C#N)C=C(C1)N(CC(F)(F)F)C1=CC=C(C=C1)C=1C=C2N=CC(=NC2=CC1)S(=O)(=O)C)OCCCl